6-chloro-3-(((R)-1-(2-((1R,5S,6S)-6-(4-chloro-1H-pyrazol-1-yl)-3-azabicyclo[3.1.0]hexan-3-yl)-3,6-dimethyl-4-oxo-3,4-dihydroquinazolin-8-yl)ethyl)amino)-N-(methylsulfonyl)picolinamide ClC1=CC=C(C(=N1)C(=O)NS(=O)(=O)C)N[C@H](C)C=1C=C(C=C2C(N(C(=NC12)N1C[C@@H]2C([C@@H]2C1)N1N=CC(=C1)Cl)C)=O)C